(Z)-1-(2-cyclohexyl-2-fluorovinyl)-4-methylbenzene C1(CCCCC1)/C(=C/C1=CC=C(C=C1)C)/F